(R)-6-(6-aminopyridin-3-yl)-N-(2-fluoro-3-hydroxy-3-methylbutyl)-4-(isopropylamino)pyrrolo[1,2-b]pyridazine-3-carboxamide NC1=CC=C(C=N1)C=1C=C2N(N=CC(=C2NC(C)C)C(=O)NC[C@H](C(C)(C)O)F)C1